C(=O)(O)C1=CC=C(C=C1)C=1C2=CC=C([N-]2)C(=C2C=CC(C(=C3C=CC(=C(C=4C=CC1N4)C4=CC=C(C=C4)C(=O)O)[N-]3)C3=CC=C(C=C3)C(=O)O)=N2)C2=CC=C(C=C2)C(=O)O 5,10,15,20-tetrakis(4-carboxyphenyl)porphine-21,23-diide